C(C1=CC=CC=C1)(C1=CC=CC=C1)N1CC2N(C(C1)C2)C(=O)C=2C=C1CN(C(C1=CC2)=O)C2C(NC(CC2)=O)=O 3-(5-(3-benzhydryl-3,6-diazabicyclo[3.1.1]heptane-6-carbonyl)-1-oxoisoindolin-2-yl)piperidine-2,6-dione